ClC=1C=C(CN(C(OC(C)(C)C)=O)CCC(=O)NCCCNC2=NC3=C(C4=CN=CC=C24)C=CC(=C3)C#N)C=CC1OC(F)(F)F Tert-butyl 3-chloro-4-(trifluoromethoxy)benzyl(3-((3-((8-cyanobenzo[c][2,6]naphthyridin-5-yl)amino)propyl)amino)-3-oxopropyl)carbamate